3,5-dichloro-4-(6-chloropyridazin-3-yl)oxy-aniline ClC=1C=C(N)C=C(C1OC=1N=NC(=CC1)Cl)Cl